((2-methyl-2H-1,2,3-triazol-4-yl)sulfonyl)piperazin CN1N=CC(=N1)S(=O)(=O)N1CCNCC1